C(#N)C1=C(C=CC=C1)SC=1C=2N(C=C(C1)C=1C=NN(C1)[C@@H]1CN(CC1)C[C@H](C)O)N=CC2C#N 4-((2-cyanophenyl)thio)-6-(1-((S)-1-((S)-2-hydroxypropyl)pyrrolidin-3-yl)-1H-pyrazol-4-yl)pyrazolo[1,5-a]pyridine-3-carbonitrile